CN1C(N(C2=C3C(=NC=C21)NC(=C3)C3=CC=C(C=C3)CN3CCC(CC3)S(=O)(=O)C)C3=CC=CC=C3)=O 3-Methyl-7-(4-((4-(methylsulfonyl)piperidin-1-yl)methyl)phenyl)-1-phenyl-3,6-dihydroimidazo[4,5-d]pyrrolo[2,3-b]pyridin-2(1H)-on